NC[C@@]1([C@@H]2CCN(C[C@H]12)C1=CN=C2C(=N1)NN=C2C2=C(C(=C(C(=O)O)C=C2)Cl)Cl)C2=C(C=CC=C2)F 4-(6-((1S,6R,7R)-7-(aminomethyl)-7-(2-fluorophenyl)-3-azabicyclo[4.1.0]heptan-3-yl)-1H-pyrazolo[3,4-b]pyrazin-3-yl)-2,3-dichlorobenzoic acid